4-(3-carboxyphenyl)-2,5-pyridinedicarboxylic acid C(=O)(O)C=1C=C(C=CC1)C1=CC(=NC=C1C(=O)O)C(=O)O